C1N(CC2C1CNC2)C(=O)N hexahydropyrrolo[3,4-c]pyrrole-2(1H)-carboxamide